4-amino-1,7-dimethyl-1H-pyrazolo[4,3-c][1,8]naphthyridine-8-carboxylic acid NC1=NC=2N=C(C(=CC2C2=C1C=NN2C)C(=O)O)C